1,2-Dierucoyl-sn-glycero-3-phosphoethanolamine C(CCCCCCCCCCC\C=C/CCCCCCCC)(=O)OC[C@@H](OC(CCCCCCCCCCC\C=C/CCCCCCCC)=O)COP(=O)(O)OCCN